ruthenium sulfate salt S(=O)(=O)([O-])[O-].[Ru+3].S(=O)(=O)([O-])[O-].S(=O)(=O)([O-])[O-].[Ru+3]